O1C(C=CC2=C1C=CC=C2)=O 2H-benzopyran-2-one